(2-oxopiperidin-4-yl)benzonitrile O=C1NCCC(C1)C1=C(C#N)C=CC=C1